ClC1=C(C#N)C=CC(=C1)N1CC2(CC1C)CCN(CC2)C2=NC=C(C=C2)C(=O)N2CCC(CC2)CN2CCN(CC2)C2=CC(=CC=C2)NC2C(NC(CC2)=O)=O 2-Chloro-4-(8-(5-(4-((4-(3-((2,6-dioxopiperidin-3-yl)amino)phenyl)piperazin-1-yl)methyl)piperidine-1-carbonyl)pyridin-2-yl)-3-methyl-2,8-diaza-spiro[4.5]decan-2-yl)-benzonitrile